2-(6,10-dimethylundec-1,5,9-trien-2-yl)oxirane CC(=CCCC(=C)C1OC1)CCC=C(C)C